C[C@H]([C@@H]([C@@H]([C@H](C=O)O)O)O)O (+)-fucose